N1=C(N=CC=C1)N1CCNCC1 4-(2-pyrimidinyl)piperazine